C1=CC=CC=2C3=CC=CC=C3N(C12)C1=C(C(=C(C(=C1N1C2=CC=CC=C2C=2C=CC=CC12)N1C2=CC=CC=C2C=2C=CC=CC12)N1C2=CC=CC=C2C=2C=CC=CC12)C1=NC(=NC(=N1)C1=CC=CC=C1)C1=CC=CC=C1)C=1SC2=C(N1)C=CC=C2 2-(2,3,4,5-tetra(9H-carbazol-9-yl)-6-(4,6-diphenyl-1,3,5-triazin-2-yl)phenyl)benzo[d]thiazole